CC(C#C)(C)O 3-methyl-3-hydroxybutyne